C(#N)C=1C(=NC(=CC1C(F)(F)F)C)N1[C@@H]([C@@H]2[C@H](C1)CCC2)C(=O)N(C=2C=C(C=CC2)C)C (1S,3aR,6aS)-2-(3-cyano-6-methyl-4-(trifluoromethyl)pyridin-2-yl)-N-methyl-N-(m-tolyl)octahydrocyclopenta[c]pyrrole-1-carboxamide